FC=1C=C(C=CC1F)C=1C(=NN(C1C(=O)O)C=1SC(=C(N1)C1=CC=C(C=C1)C(F)(F)F)SC(C)C)C 4-(3,4-difluorophenyl)-1-(5-(isopropylthio)-4-(4-(trifluoromethyl)phenyl)thiazol-2-yl)-3-methyl-1H-pyrazole-5-carboxylic acid